2-(3-amino-3-carboxypropyl)histidine NC(CCC=1NC=C(C[C@H](N)C(=O)O)N1)C(=O)O